(S)-N-(5-(4-amino-1-(1-(6-(3-fluorophenyl)-3-methyl-5-oxo-5H-thiazolo[3,2-a]pyridin-7-yl)ethyl)-1H-pyrazolo[3,4-d]pyrimidin-3-yl)-2-methoxypyridin-3-yl)cyclopropanesulfonamide NC1=C2C(=NC=N1)N(N=C2C=2C=C(C(=NC2)OC)NS(=O)(=O)C2CC2)[C@@H](C)C=2C=C1N(C(C2C2=CC(=CC=C2)F)=O)C(=CS1)C